(2R,5R)-5-(4-amino-2-oxopyrimidin-1(2H)-yl)-2-(hydroxymethyl)tetrahydrofuran-2-carbonitrile NC1=NC(N(C=C1)[C@H]1CC[C@@](O1)(C#N)CO)=O